OC1=C(C(=O)C2=C(C=C(C=C2C)C)C)C=CC(=C1)O 2,4-Dihydroxy-2',4',6'-trimethylbenzophenone